C(C=C)(=O)NC=1SC(=CN1)CN1CCN(CC1)CC(=O)NC1=CC=CC=C1 2-(4-((2-acrylamidothiazol-5-yl)methyl)piperazin-1-yl)-N-phenylacetamide